4-(t-butoxycarbonylamino)pyridine C(C)(C)(C)OC(=O)NC1=CC=NC=C1